3,9-bis[1,1-dimethyl-2-{β-(3-t-butyl-4-hydroxy-5-methylphenyl)propionyloxy}ethyl]-2,4,8,10-tetra-oxa-spiro[5.5]undecane CC(COC(CCC1=CC(=C(C(=C1)C)O)C(C)(C)C)=O)(C)C1OCC2(CO1)COC(OC2)C(COC(CCC2=CC(=C(C(=C2)C)O)C(C)(C)C)=O)(C)C